3-(4-(4-(4-(1-(4-((5-chloro-4-((2-(dimethylphosphono)phenyl)amino)pyrimidin-2-yl)amino)-3-methoxyphenyl)piperidin-4-yl)piperazin-1-yl)butyl)-1-oxoisoindolin-2-yl)piperidine-2,6-dione ClC=1C(=NC(=NC1)NC1=C(C=C(C=C1)N1CCC(CC1)N1CCN(CC1)CCCCC1=C2CN(C(C2=CC=C1)=O)C1C(NC(CC1)=O)=O)OC)NC1=C(C=CC=C1)P(=O)(OC)OC